Benzyl ((S)-(5-((S)-2-((tert-butyldimethylsilyl)oxy)-1-((S)-2-oxo-4-(trifluoromethyl)-imidazolidin-1-yl)ethyl)benzo[d]oxazol-2-yl)(4,4-difluorocyclohexyl)methyl)carbamate [Si](C)(C)(C(C)(C)C)OC[C@@H](N1C(N[C@@H](C1)C(F)(F)F)=O)C=1C=CC2=C(N=C(O2)[C@H](C2CCC(CC2)(F)F)NC(OCC2=CC=CC=C2)=O)C1